COC=1C=C(C=CC1C=1C=C2C(=NC1)NC=C2)NC(C2=CC=C(C=C2)C2=CC=NC=C2)=O N-(3-methoxy-4-(1H-pyrrolo[2,3-b]pyridin-5-yl)phenyl)-4-(pyridin-4-yl)benzamide